C(C)P(C(CC)CCCCC)C(CC)CCCCC ethyl-bis-(3-octyl)phosphine